CN(C(C)=O)[C@H]1C(=NN(C1)C(=O)N[C@H](C)C1=CC=C(C=C1)C(F)(F)F)C1=CC=C(C=C1)C (R)-4-(N-methylacetamido)-3-(4-methylphenyl)-N-((R)-1-(4-(trifluoromethyl)phenyl)ethyl)-4,5-dihydro-1H-pyrazol-1-carboxamide